cis-2,4-tetradecadienoic acid C(\C=C/C=CCCCCCCCCC)(=O)O